2'-(1-butoxyvinyl)-4-((3,5-difluoropyridin-2-yl)methoxy)-5',6-dimethyl-2H-[1,4'-bipyridin]-2-one C(CCC)OC(=C)C1=NC=C(C(=C1)N1C(C=C(C=C1C)OCC1=NC=C(C=C1F)F)=O)C